(4-hydroxyphenyl) methylbenzylsulfonate tetrakis(pentafluorophenyl)borate FC1=C(C(=C(C(=C1[B-](C1=C(C(=C(C(=C1F)F)F)F)F)(C1=C(C(=C(C(=C1F)F)F)F)F)C1=C(C(=C(C(=C1F)F)F)F)F)F)F)F)F.CC(C1=CC=CC=C1)S(=O)(=O)OC1=CC=C(C=C1)O